C1(CC1)NC(N(CC1=CC=C(C=C1)C1=NOC(=N1)C(F)(F)F)OC)=O 3-cyclopropyl-1-methoxy-1-[[4-[5-(trifluoromethyl)-1,2,4-oxadiazol-3-yl]phenyl]methyl]urea